((2-(2,6-dioxopiperidin-3-yl)-1-oxoisoindol-5-yl)methyl)pyridazin-3-formamide O=C1NC(CCC1N1C(C2=CC=C(C=C2C1)CC1=C(N=NC=C1)C(=O)N)=O)=O